methyl 6-chloro-2-hydroxy-nicotinate ClC1=NC(=C(C(=O)OC)C=C1)O